N1CC(C1)N1C=C(C=C1)N1CCC(CC1)N1N=C(C=2C1=NC=NC2N)C2=CC=C(C=C2)OC2=CC=CC=C2 1-[1-[1-(azetidin-3-yl)pyrrol-3-yl]-4-piperidinyl]-3-(4-phenoxyphenyl)pyrazolo[3,4-d]pyrimidin-4-amine